1,3-dimethyl-1,6-dihydropyrimidinium C[NH+]1CN(C=CC1)C